ClC1=CC(=C(COC2=CC3=C(CCNCC3)C=C2)C=C1)F 7-((4-chloro-2-fluorobenzyl)oxy)-2,3,4,5-tetrahydro-1H-benzo[d]azepine